ClC1=C(CCCC1C=O)C=O 2-chlorocyclohex-1-en-1,3-dicarboxaldehyde